8-cyclohexyl-6-((2S,6R)-2-(1-cyclopropyl-1H-pyrazol-4-yl)-6-methylmorpholino)-2,3-dimethylpyrimido[5,4-d]pyrimidin-4(3H)-one C1(CCCCC1)C1=NC(=NC2=C1N=C(N(C2=O)C)C)N2C[C@@H](O[C@@H](C2)C)C=2C=NN(C2)C2CC2